3-(6-aminopyridin-3-yl)-1-sulfamoyl-1H-pyrrole-2-carboxylic acid NC1=CC=C(C=N1)C1=C(N(C=C1)S(N)(=O)=O)C(=O)O